(S)-3-(6-(cyclobutylethynyl)-4-(2,6-dimethylphenyl)pyridin-2-yl)-3-((S*)-2-(5-(2-(dimethylamino)ethyl)-2-oxo-4-(trifluoromethyl)pyridin-1(2H)-yl)-4-methylpentanamido)propanoic acid C1(CCC1)C#CC1=CC(=CC(=N1)[C@H](CC(=O)O)NC([C@H](CC(C)C)N1C(C=C(C(=C1)CCN(C)C)C(F)(F)F)=O)=O)C1=C(C=CC=C1C)C |o1:19|